CC1=C(C=C(C(=O)NC2=CC(=CC(=C2)C(F)(F)F)N2C=NC(=C2)C)C=C1)NC1=NC=CC(=N1)C=1C=NC=CC1 4-Methyl-N-[3-(4-methylimidazol-1-yl)-5-(trifluoromethyl)phenyl]-3-[(4-pyridin-3-ylpyrimidin-2-yl)amino]benzamid